2-[4-{(2-hydroxy-3-tridecyloxypropyl)oxy}-2-hydroxyphenyl]-4,6-bis(2,4-dimethylphenyl)-1,3,5-triazine OC(COC1=CC(=C(C=C1)C1=NC(=NC(=N1)C1=C(C=C(C=C1)C)C)C1=C(C=C(C=C1)C)C)O)COCCCCCCCCCCCCC